(1,3-dihydro-2H-pyrrolo[3,4-c]pyridin-2-yl)(6-(3-(6,7-dihydropyrazolo[1,5-a]pyrimidin-4(5H)-yl)-7,8-dihydro-1,6-naphthyridin-6(5H)-yl)-5-methylpyridazin-3-yl)methanone C1N(CC=2C=NC=CC21)C(=O)C=2N=NC(=C(C2)C)N2CC=1C=C(C=NC1CC2)N2C=1N(CCC2)N=CC1